FC(OCCCN1N=C(C=C1C=1N=C(N(C1)C)C1=NC(=CC2=C1C=NN2C)C(=O)NCC2=C(C=C(C=C2)OC)OC)C)F 4-(4-{1-[3-(difluoromethoxy)propyl]-3-methyl-1H-pyrazol-5-yl}-1-methyl-1H-imidazol-2-yl)-N-[(2,4-dimethoxyphenyl)methyl]-1-methyl-1H-pyrazolo[4,3-c]pyridine-6-carboxamide